FC=1C=C(C=C(C1)F)P(N(C)C)C1=CC(=CC(=C1)F)F bis(3,5-difluorophenyl)dimethylaminophosphine